C(C1=CC=C(C(=O)O)C=C1)(=O)O.ClC(C)(O)Cl dichloroethanol terephthalate